BrCOC(CC1=C(C2=CC=CC=C2C=C1F)C1=CC=CC2=CC=CC=C12)=O.C(#N)C=1C=C(C=CC1)S(=O)(=O)NC1CCC(CC1)N(C)C1=NC=CC(=N1)NC1=NNC(=C1)C1CC1 3-cyano-N-((1R,4R)-4-((4-((5-cyclopropyl-1H-pyrazol-3-yl)amino)pyrimidin-2-yl)(methyl)amino)cyclohexyl)benzenesulfonamide bromomethyl-3-fluoro-[1,1'-binaphthyl]-2-ylacetate